COCCN(C(CC(C)=O)=O)CCOC.[Zr] zirconium N,N-bis-(2-methoxyethyl)-3-oxobutyramide